2-[1-(3-Methoxy-5,8-dimethyl-6-oxo-benzo[c][1,8]naphthyridin-10-yl)ethylamino]benzoic acid COC1=CC=C2C3=C(C(N(C2=N1)C)=O)C=C(C=C3C(C)NC3=C(C(=O)O)C=CC=C3)C